2-((S)-1-amino-6-methoxy-1,3-dihydrospiro[indene-2,4'-piperidin]-1'-yl)-5-(2,3-dichlorophenyl)-6-methylpyrimidine-4-carbonitrile N[C@@H]1C2=CC(=CC=C2CC12CCN(CC2)C2=NC(=C(C(=N2)C#N)C2=C(C(=CC=C2)Cl)Cl)C)OC